(Z)-N-(3-chloro-7-(hydroxyimino)-8-oxo-5,6,7,8-tetrahydronaphthalen-1-yl)acetamide ClC=1C=C(C=2C(\C(\CCC2C1)=N/O)=O)NC(C)=O